ClC1=CC(=C(C=C1)[C@@H]1OC2=C(O1)C=CC=C2C2CCN(CC2)CC2=NC1=C(N2C[C@H]2OCC2)C=C(C=C1)C(=O)OC)F methyl 2-({4-[(2S)-2-(4-chloro-2-fluorophenyl)-1,3-benzodioxol-4-yl] piperidin-1-yl} methyl)-1-[(2S)-oxetan-2-ylmethyl]-1H-benzimidazole-6-carboxylate